C(C)(C)(C)[S@@](=O)N1[C@H]([C@@H](C1)C)C(=O)O (2R,3R)-1-((R)-tert-butylsulfinyl)-3-methylazetidine-2-carboxylic acid